C1(CC1)NC(C1=CC=C(C=C1)C1=NC=CC2=C1C=CN2)=O N-cyclopropyl-4-(1H-pyrrolo[3,2-c]pyridin-4-yl)benzamide